CN1CCN(CC1)CC1=CC=C(C=C1)NN [4-[(4-methylpiperazin-1-yl)methyl]phenyl]hydrazine